FC1=C(C=C(C=N1)N1N=C(C=2CCC[C@@H](C12)OC1=CC=C(C(=O)O)C=C1)C(F)(F)F)O[C@@H](C)C1=CC2=C(OC(O2)(F)F)C=C1F 4-[[(7S)-1-[6-fluoro-5-[(1S)-1-(2,2,6-trifluoro-1,3-benzodioxol-5-yl)ethoxy]-3-pyridyl]-3-(trifluoromethyl)-4,5,6,7-tetrahydroindazol-7-yl]oxy]benzoic acid